[Pb].[Ag].[Au].[Cu] copper-gold-silver lead